O1C[C@@H](CC1)CO (S)-tetrahydrofuran-3-methanol